N1C(CCC1)CO pyrrolidin-2-yl-methanol